tert-butyl 4-(7-hydroxy-6-methoxyquinazolin-4-yl)-1,4-diazepane-1-carboxylate OC1=C(C=C2C(=NC=NC2=C1)N1CCN(CCC1)C(=O)OC(C)(C)C)OC